1-(2-chloro-5-((2R,4S)-2-(2,5-difluorophenyl)-4-hydroxypyrrolidin-1-yl)pyrazolo[1,5-a]pyrimidin-3-yl)-3-((1R,2R)-2-hydroxycyclopropyl)urea ClC1=NN2C(N=C(C=C2)N2[C@H](C[C@@H](C2)O)C2=C(C=CC(=C2)F)F)=C1NC(=O)N[C@H]1[C@@H](C1)O